C(C=C)(=O)N1CC(C1)(C(=O)N1CCC(CC1)N1N=NC(=C1C)C=1C=C(C=2N(C1)N=CC2C#N)O[C@@H](CO)C2=NC=CC=C2)OC (R)-6-(1-(1-(1-acryloyl-3-methoxyazetidine-3-carbonyl)piperidin-4-yl)-5-methyl-1H-1,2,3-triazol-4-yl)-4-(2-hydroxy-1-(pyridin-2-yl)ethoxy)pyrazolo[1,5-a]pyridine-3-carbonitrile